N-(4-(3-phenylisooxazolidin-2-yl)-5-(trifluoromethyl)pyrimidin-2-yl)-1,2,3,4-tetrahydroisoQuinolin-7-amine C1(=CC=CC=C1)C1N(OCC1)C1=NC(=NC=C1C(F)(F)F)NC1=CC=C2CCNCC2=C1